D-(+)-glutamine C(CC(=O)N)[C@H](C(=O)O)N